N1=C(C=CC=C1)OCCCCCCN1C(C2=CC=CC=C2C1=O)=O 2-[6-(pyridin-2-yloxy)hexyl]isoindole-1,3-dione